ClC1=C(C=C2C(=C(N(C2=C1F)C)C1=NNC(=N1)CCOC)N1C=NC=C1)OC 6-chloro-7-fluoro-3-(1H-imidazol-1-yl)-5-methoxy-2-(5-(2-methoxyethyl)-1H-1,2,4-triazol-3-yl)-1-methyl-1H-indole